(E)-3-benzyl-1-(3-(4-methoxyphenyl)allyl)-4-oxo-4H-pyrido[1,2-a]pyrimidin-1-ium-2-ol C(C1=CC=CC=C1)C1=C([N+](=C2N(C1=O)C=CC=C2)C\C=C\C2=CC=C(C=C2)OC)O